peroxySulfuric acid S(O)(=O)(=O)OO